(1S,3S)-3-((6-(5-(((Cyclopentyl(methyl)carbamoyl)oxy)methyl)-1-methyl-1H-pyrazol-4-yl)-2-methylpyridin-3-yl)oxy)cyclohexan C1(CCCC1)N(C(=O)OCC1=C(C=NN1C)C1=CC=C(C(=N1)C)OC1CCCCC1)C